4-(5-ethylsulfonyl-2-hydroxyphenyl)-2-methyl-6-(1-methylpyrazol-4-yl)isoquinolin-1-one C(C)S(=O)(=O)C=1C=CC(=C(C1)C1=CN(C(C2=CC=C(C=C12)C=1C=NN(C1)C)=O)C)O